C(CCCCCCCCCCCCCCCCC)OP(OCCCCCCCCCCCCCCCCCC)OCCCCCCCCCCCCCCCCCC.OC1=C(C=C(C=C1)C1(CCCCCCCCC1)C1=CC(=C(C=C1)O)C)C 1,1-bis(4-hydroxy-3-methylphenyl)cyclodecane trioctadecyl-phosphite